7-(trifluoromethyl)quinolin-1-ium-1-olate FC(C1=CC=C2C=CC=[N+](C2=C1)[O-])(F)F